5-(2-chlorophenyl)-1-cyclopentyl-N-(4-(3,3-difluoropiperidin-1-yl)-1-(5-methyl-4H-1,2,4-triazol-3-yl)but-2-yl)-1H-pyrazole-3-carboxamide ClC1=C(C=CC=C1)C1=CC(=NN1C1CCCC1)C(=O)NC(CC1=NN=C(N1)C)CCN1CC(CCC1)(F)F